(3aR,5s,6aS)-N-(6-(cyclohexylsulfonyl)pyridazin-3-yl)-2-((6-methylbenzo[d][1,3]dioxol-5-yl)methyl)octahydrocyclopenta[c]pyrrol-5-amine C1(CCCCC1)S(=O)(=O)C1=CC=C(N=N1)NC1C[C@@H]2[C@@H](CN(C2)CC2=CC3=C(OCO3)C=C2C)C1